C(C)P(C1=C(SC=C1P(CC)CC)C1=CC=CC=C1)CC 3,4-bis(diethylphosphino)-2-phenylthiophene